[I-].C(C(=C)C)(=O)OCC[N+](C)(C)C N-[2-(methacryloyloxy)ethyl]-N,N,N-trimethylammonium iodide